NC1=C(C=CC(=C1F)NCC1=CC=C(C=C1)C(F)(F)F)NC(CC(C)C)=O N-(2-Amino-3-fluoro-4-((4-(trifluoromethyl)benzyl)amino)phenyl)-3-methylbutanamid